C(C)N(C=1C=CC=2CC3=CC=C(C=C3C2C1)N(CC)CC)CC 3,6-bis(diethylamino)-9H-fluorene